C(C)C=1N(C2=C(C(=NC(=C2)C)C)N1)C1=CC=C(C=C1)CCN (4-(2-ethyl-4,6-dimethyl-1H-imidazo[4,5-c]pyridine-1-yl)phenyl)ethylamine